FC=1C=C(OC2=CC=C3CCN(CC3=C2)C(CCN2C=NN=C2)=O)C=CC1C(F)(F)F 1-(7-(3-fluoro-4-(trifluoromethyl)phenoxy)-3,4-dihydroisoquinolin-2(1H)-yl)-3-(4H-1,2,4-triazol-4-yl)propan-1-one